C1(CC1)C=1C(=NSC1)OCC1CC(C1)C1=CC(=NN1)NC(=O)C1=CC(=NN1C)COC N-(5-((1r,3r)-3-(((4-cyclopropylisothiazol-3-yl)oxy)methyl)cyclobutyl)-1H-pyrazol-3-yl)-3-(methoxymethyl)-1-methyl-1H-pyrazole-5-carboxamide